C(C)(=O)O[C@@H]1C([C@@H]2CC[C@]3([C@@]4(CC[C@@]5([C@@H]([C@H]4CC[C@@H]3[C@]2(CC1)C)[C@@H](CC5)C(=C)C)C(=O)O)C)C)(C)C (1R,3aS,5aR,5bR,7aR,9S,11aR,11bR-13aR,13bR)-9-acetoxy-5a,5b,8,8,11a-pentamethyl-1-(prop-1-en-2-yl)icosahydro-3aH-cyclopenta[a]chrysene-3a-carboxylic acid